1-[5-(5-chloro-2-methoxypyridin-4-yl)-1H-pyrazole-3-carbonyl]piperidine ClC=1C(=CC(=NC1)OC)C1=CC(=NN1)C(=O)N1CCCCC1